[O-2].[V+5].[Mo+4].[Fe+2] iron-molybdenum-vanadium oxide